(R)-1-[7-(4-Fluorobenzoyl)-8-methyl-3-(3-methyl-1,2,4-thiadiazol-5-yl)-5,6,7,8-Tetrahydroimidazo[1,5-a]pyrazin-1-yl]piperazin-2-one FC1=CC=C(C(=O)N2[C@@H](C=3N(CC2)C(=NC3N3C(CNCC3)=O)C3=NC(=NS3)C)C)C=C1